The molecule is an N-hydroxy-alpha-amino acid having a 6-thiaheptyl substituent at the 2-position. It derives from a trihomomethionine. It is a conjugate acid of a N-hydroxytrihomomethioninate. CSCCCCCC(C(=O)O)NO